3-(trifluoromethoxy)-1-(5-(4-(trifluoromethyl)-phenoxy)-3,4-dihydro-isoquinolin-2(1H)-yl)-propan-1-one FC(OCCC(=O)N1CC2=CC=CC(=C2CC1)OC1=CC=C(C=C1)C(F)(F)F)(F)F